1,1,1,2,4,4,5,5,6,6,7,7,7-tridecafluoro-2-heptene FC(C(=CC(C(C(C(F)(F)F)(F)F)(F)F)(F)F)F)(F)F